FC=1C=C(CNS(=O)(=O)N)C=CC1N1N=NC2=C1C=CC(=C2)C N-(3-fluoro-4-(5-methyl-1H-benzo[d][1,2,3]triazol-1-yl)benzyl)sulfamide